N-((4-((4-oxo-1-(phenylthio)butan-2-yl)amino)-3-((trifluoromethyl)sulfonyl)phenyl)sulfonyl)benzamide O=CCC(CSC1=CC=CC=C1)NC1=C(C=C(C=C1)S(=O)(=O)NC(C1=CC=CC=C1)=O)S(=O)(=O)C(F)(F)F